FC(C=1C(=C(C=CC1)[C@@H](C)NC(=O)C1=CN(C(C=C1NC1CCN(CC1)C)=O)C1(CC1)C(F)(F)F)F)F (R)-N-(1-(3-(difluoromethyl)-2-fluorophenyl)ethyl)-4-((1-methylpiperidin-4-yl)amino)-6-oxo-1-(1-(trifluoromethyl)cyclopropyl)-1,6-dihydropyridine-3-carboxamide